2-[2-Ethoxy-4-[(E)-3-(4-hydroxyphenyl)-3-oxoprop-1-enyl]phenoxy]-N-(2-methoxyphenyl)acetamide C(C)OC1=C(OCC(=O)NC2=C(C=CC=C2)OC)C=CC(=C1)\C=C\C(=O)C1=CC=C(C=C1)O